(S,E)-4-(dimethylamino)-2-(2-oxo-2-((1-(4-(trifluoromethyl)phenyl)ethyl)amino)ethyl)but-2-enoic acid CN(C/C=C(/C(=O)O)\CC(N[C@@H](C)C1=CC=C(C=C1)C(F)(F)F)=O)C